BrC=1C=CC(=C(C1)CO)C1=C(C=NC=C1)F (5-bromo-2-(3-fluoropyridin-4-yl)phenyl)methanol